NC1=NN2C(C=C(C=C2)C=2C=C(C(=NC2C)OC)C(=O)NCC[C@H](O)C2=CC=C(C=C2)Cl)=N1 5-{2-amino-[1,2,4]triazolo[1,5-a]pyridin-7-yl}-N-[(3S)-3-(4-chlorophenyl)-3-hydroxypropyl]-2-methoxy-6-methylpyridine-3-carboxamide